NC1=C(C(=NN1C1C(C1)F)C1=C2C=CNC2=C(C=C1)CNC(C1=C(C=CC(=C1)F)OC)=O)C(=O)N 5-amino-3-(7-((5-fluoro-2-methoxybenzamido)methyl)-1H-indol-4-yl)-1-(2-fluorocyclopropyl)-1H-pyrazole-4-carboxamide